C1(=CC=CC=C1)C1=CC(=CC=2N(C=NC21)C=2SC=CN2)NC2=NC=C(C=N2)C#N 2-((4-phenyl-1-(thiazol-2-yl)-1H-benzo[d]imidazole-6-yl)amino)pyrimidine-5-carbonitrile